N-phenyl-4-(piperidin-4-yl)benzenesulfonamide C1(=CC=CC=C1)NS(=O)(=O)C1=CC=C(C=C1)C1CCNCC1